ClC1=C(C=CC=C1C1=C(C(=NC=C1)Cl)Cl)C1=CC=C(C(=N1)OC)CN1CC2(C1)CN(CC2)C(=O)OC(C)(C)C tert-Butyl 2-((6-(2-chloro-3-(2,3-dichloropyridin-4-yl)phenyl)-2-methoxypyridin-3-yl)methyl)-2,6-diazaspiro[3.4]octane-6-carboxylate